C1=C(C=CC2=CC=CC=C12)C(=O)N 2-naphthalenecarboxamide